2-benzyl-2-azabicyclo[2.2.1]heptan-4-amine C(C1=CC=CC=C1)N1C2CCC(C1)(C2)N